C(=O)(OC(C)(C)C)NC(CC(=O)O)C1=CC=C(C=C1)I 3-((Boc)amino)-3-(4-iodophenyl)propanoic acid